O1C(COCC1)COC=1C=NC=2CCN(CC2C1)C=1C(=C(C=2N(N1)C=NN2)C)C 3-((1,4-dioxan-2-yl)methoxy)-6-(7,8-dimethyl-[1,2,4]triazolo[4,3-b]pyridazin-6-yl)-5,6,7,8-tetrahydro-1,6-naphthyridine